FC(C(=O)O)(F)F.FC(C)(F)C1=CC=CC(=N1)N1CC(C=2C=NC(=CC21)NC(C)=O)(C)C N-(1-(6-(1,1-difluoroethyl)pyridin-2-yl)-3,3-dimethyl-2,3-dihydro-1H-pyrrolo[3,2-c]pyridin-6-yl)acetamide trifluoroacetate